(1H-indole-3-yl)-N-[(3R)-3-piperidyl]imidazo[2,1-f][1,2,4]triazine-2-amine N1C=C(C2=CC=CC=C12)C1=NC(=NN2C1=NC=C2)N[C@H]2CNCCC2